benzyl ({5-[(1S,3R)-3-hydroxycyclopentyl]-2-(2-methylprop-2-yl)pyrazol-3-yl}amino)methanoate O[C@H]1C[C@H](CC1)C=1C=C(N(N1)C(C)(C)C)NC(=O)OCC1=CC=CC=C1